ClC=1C(=C(C=CC1OC=1C=CC2=CN(N=C2C1)C)NC=1C2=C(N=CN1)C=CC(=N2)OC2CCN(CC2)C(C=C)=O)F 1-(4-((4-((3-chloro-2-fluoro-4-((2-methyl-2H-indazol-6-yl)oxy)phenyl)amino)pyrido[3,2-d]pyrimidin-6-yl)oxy)piperidin-1-yl)prop-2-en-1-one